C[C@H]1N(CCC1)C1=CC=C(C=N1)NC(OCC=1C=C2C(N(CC2=C(C1)F)C1C(NC(CC1)=O)=O)=O)=O (2-(2,6-dioxopiperidin-3-yl)-7-fluoro-3-oxoisoindolin-5-yl)methyl (6-((R)-2-methylpyrrolidin-1-yl)pyridin-3-yl)carbamate